C(C)(=O)C1=CC(=CC=2C(N3C(=NC12)CCC3)=O)F 5-acetyl-7-fluoro-2,3-dihydro-1H-pyrrolo[2,1-b]quinazolin-9-one